ethyl (±)-(4R)-2-(4-methoxyphenyl)thiazolidine-4-carboxylate COC1=CC=C(C=C1)[C@H]1SC[C@H](N1)C(=O)OCC |&1:8|